sulfuric acid, amide S(N)(O)(=O)=O